BrCC1=CC=C(C=C1)C1=CC=C(C=C1)CBr 4,4'-bis-bromomethyl-biphenyl